2,4-dioxohexahydropyrimidin O=C1NCCC(N1)=O